β-(4-azidophenyl)propanoic acid N(=[N+]=[N-])C1=CC=C(C=C1)CCC(=O)O